C[C@H]1COCCC1 (R)-3-methyltetrahydro-2H-pyran